C1(CCC1)C1=CC(=C(C(=O)O)C=C1C1=NN=C(N1)CC)C 4-cyclobutyl-5-(5-ethyl-4H-1,2,4-triazol-3-yl)-2-methylbenzoic acid